(5-((5-chloropyridin-2-yl)methoxy)-1,3,4-thiadiazol-2-yl)-4-(2-ethynylphenyl)-6-methylnicotinamide ClC=1C=CC(=NC1)COC1=NN=C(S1)C1=C(C(=O)N)C(=CC(=N1)C)C1=C(C=CC=C1)C#C